CC(C1=CC=CC=C1)S (+/-)-1-Phenylethylmercaptan